3-sulfoacrylamide S(=O)(=O)(O)C=CC(=O)N